4-amino-3-chloro-6-(2,3-difluoro-4-(trimethylsilyl)phenyl)-5-fluoro-pyridine-2-carboxylic acid methyl ester COC(=O)C1=NC(=C(C(=C1Cl)N)F)C1=C(C(=C(C=C1)[Si](C)(C)C)F)F